CC1(CC[C@@H](CO1)NC(C1=NC(=CC(=C1)C)N1C=NC=C1)=O)C (S)-N-(6,6-dimethyltetrahydro-2H-pyran-3-yl)-6-(1H-imidazol-1-yl)-4-methylpicolinamide